CN1N=C2C=C(C=C(C2=C1C=1C=C2[C@H](CNC(C2=C(C1)OC)=O)C)C#N)C=1C=NN(C1)C |o1:13| 2-methyl-6-(1-methylpyrazol-4-yl)-3-[rel-(4R)-8-methoxy-4-methyl-1-oxo-3,4-dihydro-2H-isoquinolin-6-yl]indazole-4-carbonitrile